1-(4-trifluoromethylphenyl)-5-(4-hydroxyphenyl)-1,4-pentadien-3-one FC(C1=CC=C(C=C1)C=CC(C=CC1=CC=C(C=C1)O)=O)(F)F